4-hydroxy-8-methoxy-2-methyl-quinoline-3-carbonitrile OC1=C(C(=NC2=C(C=CC=C12)OC)C)C#N